FC1=C(C=C(C=N1)NC(=O)C1=NC2=NC=3C=CC=CC3N2C=C1)OC N-(6-fluoro-5-methoxypyridin-3-yl)-1,8,10-triazatricyclo[7.4.0.02,7]trideca-2(7),3,5,8,10,12-hexaene-11-carboxamide